(R)-N-(2-((1-methylpyrrolidin-3-yl)oxy)-5-(4-(4-((6-(trifluoromethyl)pyridazin-3-yl)oxy)phenyl)-piperidine-1-carbonyl)phenyl)-1-phenylmethanesulfonamide CN1C[C@@H](CC1)OC1=C(C=C(C=C1)C(=O)N1CCC(CC1)C1=CC=C(C=C1)OC=1N=NC(=CC1)C(F)(F)F)NS(=O)(=O)CC1=CC=CC=C1